metabisulfate sodium [Na+].S(=O)(=O)([O-])S(=O)(=O)[O-].[Na+]